4-((4'-(4,4-difluoropiperidin-1-yl)-[1,1'-biphenyl]-4-yl)oxy)-1H-1,2,3-triazole-5-carboxylic acid FC1(CCN(CC1)C1=CC=C(C=C1)C1=CC=C(C=C1)OC=1N=NNC1C(=O)O)F